2-(3,4,5-trimethoxybenzylidene)-6-hydroxybenzofuran COC=1C=C(C=C2OC3=C(C2)C=CC(=C3)O)C=C(C1OC)OC